7-(2,7-dimethyl[1,3]thiazolo[5,4-b]pyridin-5-yl)-3-(1-ethylpiperidin-4-yl)-5-fluorocinnoline CC=1SC2=NC(=CC(=C2N1)C)C1=CC(=C2C=C(N=NC2=C1)C1CCN(CC1)CC)F